5-oxopyrrol O=C1C=CC=N1